7-Chloro-5-nitro-2,3-dihydrofuro[2,3-c]pyridine ClC=1N=C(C=C2C1OCC2)[N+](=O)[O-]